NC=1SC(=CN1)CNC(C(=O)C=1N2CCCC2=C(C1Cl)C(=O)NC=1C=NC(=C(C1)C)F)=O 5-(2-(((2-aminothiazol-5-yl)methyl)amino)-2-oxoacetyl)-6-chloro-N-(6-fluoro-5-methylpyridin-3-yl)-2,3-dihydro-1H-pyrrolizine-7-carboxamide